1-[(3S)-3-[4-(3-chloro-4-ethoxy-2-fluoro-anilino)pyrido[3,2-d]pyrimidin-6-yl]oxypyrrolidin-1-yl]prop-2-en-1-one ClC=1C(=C(NC=2C3=C(N=CN2)C=CC(=N3)O[C@@H]3CN(CC3)C(C=C)=O)C=CC1OCC)F